CC=1N=NNC1CC(=O)N1C(CCC1)C(=O)N 1-[2-(4-methyl-1H-1,2,3-triazol-5-yl)acetyl]pyrrolidine-2-carboxamide